(trans-3-(4-benzyl-3-cyclopropyl-1H-pyrazol-1-yl)cyclobutyl)methanol C(C1=CC=CC=C1)C=1C(=NN(C1)[C@@H]1C[C@H](C1)CO)C1CC1